2-(2H-benzotriazol-2-yl)4,6-ditertpentylphenol N=1N(N=C2C1C=CC=C2)C2=C(C(=CC(=C2)C(C)(C)CC)C(C)(C)CC)O